tert-butyl 6-(4-piperidyloxy)-2-azaspiro[3.3]heptane-2-carboxylate N1CCC(CC1)OC1CC2(CN(C2)C(=O)OC(C)(C)C)C1